2-[6-tert-butyl-4-[4-(trifluoromethyl)cyclohexyl]-3-pyridyl]-4-oxo-1H-1,6-naphthyridine-5-carboxamide hydrochloride Cl.C(C)(C)(C)C1=CC(=C(C=N1)C=1NC=2C=CN=C(C2C(C1)=O)C(=O)N)C1CCC(CC1)C(F)(F)F